racemic-4,4,5,5-tetramethyl-2-((1S,2S)-2-(1-naphthyl)cyclopropyl)-1,3,2-dioxaborolane CC1(OB(OC1(C)C)[C@@H]1[C@H](C1)C1=CC=CC2=CC=CC=C12)C |r|